The molecule is a branched amino heptasaccharide consisting of a chain of four alpha-sialyl residues, a beta-D-galactosyl residue and a beta-D-glucose residue linked sequentially (2->8), (2->8), (2->8), (2->3) and (1->4), to the galactosyl residue of which is also linked (1->4) an N-acetyl-beta-D-galactosaminyl residue. It has a role as an epitope. It is an amino heptasaccharide and a galactosamine oligosaccharide. CC(=O)N[C@@H]1[C@H](C[C@@](O[C@H]1[C@@H]([C@@H](CO)O[C@@]2(C[C@@H]([C@H]([C@@H](O2)[C@@H]([C@@H](CO)O[C@@]3(C[C@@H]([C@H]([C@@H](O3)[C@@H]([C@@H](CO)O[C@@]4(C[C@@H]([C@H]([C@@H](O4)[C@@H]([C@@H](CO)O)O)NC(=O)C)O)C(=O)O)O)NC(=O)C)O)C(=O)O)O)NC(=O)C)O)C(=O)O)O)(C(=O)O)O[C@@H]5[C@H]([C@@H](O[C@@H]([C@@H]5O[C@H]6[C@@H]([C@H]([C@H]([C@H](O6)CO)O)O)NC(=O)C)CO)O[C@@H]7[C@H](O[C@H]([C@@H]([C@H]7O)O)O)CO)O)O